N-(2-Fluorobenzyl)benzo[d]isothiazol-3-amine FC1=C(CNC2=NSC3=C2C=CC=C3)C=CC=C1